FC1=CC2=C(C=C(O2)C=2N=C3SC(=NN3C2)OC)C(=C1)OCC=1N=C(SC1)C1=CC=C(C(=O)OC(C)(C)C)C=C1 tert-Butyl 4-(4-(((6-fluoro-2-(2-methoxyimidazo[2,1-b][1,3,4]thiadiazol-6-yl)benzofuran-4-yl)oxy)methyl)thiazol-2-yl)benzoate